C(N)(=O)[C@@H]1C[C@]2(CN1C(=O)OC(C)(C)C)C1=C(NC(O2)=O)C=CC=C1 t-butyl (4R,5'S)-5'-carbamoyl-2-oxo-1,2-dihydrospiro[benzo[d][1,3]oxazine-4,3'-pyrrolidine]-1'-carboxylate